ethyl 2-(1-(4-fluoro-2-methyl-6-(1-methyl-5-((2-oxo-5-propylpyridin-1(2H)-yl)methyl)-1H-1,2,3-triazol-4-yl)pyridin-3-yl)piperidin-3-yl)acetate FC1=C(C(=NC(=C1)C=1N=NN(C1CN1C(C=CC(=C1)CCC)=O)C)C)N1CC(CCC1)CC(=O)OCC